N1(CCNCCC1)C1=CC=C2C(NC=3N(C2=C1)N=NC3S(=O)(=O)C3=C(C=C(C=C3)C)C)=O 8-(1,4-diazepan-1-yl)-3-(2,4-dimethylbenzenesulfonyl)-4H,5H-[1,2,3]triazolo[1,5-a]quinazolin-5-one